2-Chloro-5-[({[1-(trifluoromethyl)cyclopropyl]carbonyl}amino)methyl]-N-{1-[3-(trifluoromethyl)phenyl]-1H-indazol-4-yl}benzamide ClC1=C(C(=O)NC2=C3C=NN(C3=CC=C2)C2=CC(=CC=C2)C(F)(F)F)C=C(C=C1)CNC(=O)C1(CC1)C(F)(F)F